6-[7-fluoro-2-(4-piperidinyl)indazol-5-yl]-2-methyl-1,3-benzoxazole FC1=CC(=CC2=CN(N=C12)C1CCNCC1)C1=CC2=C(N=C(O2)C)C=C1